methyl 5,5-difluorohexahydropyridazine-3-carboxylate FC1(CC(NNC1)C(=O)OC)F